OC=1C=C(C=CC1)C=1C2=CC=C(N2)C(=C2C=CC(C(=C3C=CC(=C(C=4C=CC1N4)C4=CC(=CC=C4)O)N3)C3=CC(=CC=C3)O)=N2)C2=C(C(=C(C(=C2F)F)NCCSSCCN)F)F 5,10,15-Tris(3-hydroxyphenyl)-20-[4-((2-((2-aminoethyl)disulfanyl)ethyl)amino)tetra-fluorophenyl]porphyrin